FC1=CC(=C(C(=C1)I)O)I 4-fluoro-2,6-diiodophenol